CN(C)CC1(CC1)COC=1N=C(C2=C(N1)CN(CC2)C2=CC(=CC1=CC=C(C(=C21)CC)F)O)N2CC1CC(C(C2)C1)O 3-(2-((1-((dimethylamino)methyl)cyclopropyl)methoxy)-7-(8-ethyl-7-fluoro-3-hydroxynaphthalen-1-yl)-5,6,7,8-tetrahydropyrido[3,4-d]pyrimidin-4-yl)-3-azabicyclo[3.2.1]octan-6-ol